3,6-diamino-N2,N5-di(2,5,8,11,14,17,20,23,26,29,32,35,38,41,44,47,50,53,56,59,62,65,68-tricosaoxaheptacontan-70-yl)pyrazine-2,5-dicarboxamide NC=1C(=NC(=C(N1)C(=O)NCCOCCOCCOCCOCCOCCOCCOCCOCCOCCOCCOCCOCCOCCOCCOCCOCCOCCOCCOCCOCCOCCOCCOC)N)C(=O)NCCOCCOCCOCCOCCOCCOCCOCCOCCOCCOCCOCCOCCOCCOCCOCCOCCOCCOCCOCCOCCOCCOCCOC